(R)-5-methyl-1-phenyl-1,3,4,6-tetrahydro-2,5-benzoxazocine CN1CCO[C@@H](C2=C(C1)C=CC=C2)C2=CC=CC=C2